ClC=1C=C(C=CC1F)NC1=NC=NC2=CC(=C(C=C12)NC(C=CCN(C)C)=O)OC1CCCC1 4-[(3-chloro-4-fluorophenyl)amino]-6-{[4-(N,N-dimethylamino)-1-oxo-2-buten-1-yl]amino}-7-cyclopentyloxy-quinazoline